2-{2,7-diazaspiro[3.5]nonan-7-yl}-5-[(5-hydroxypyridin-3-yl)oxy]benzonitrile C1NCC12CCN(CC2)C2=C(C#N)C=C(C=C2)OC=2C=NC=C(C2)O